6-amino-5-(3-methoxy-2,6-dimethyl-phenyl)-2-(trideuteriomethyl)pyrrolo[2,3-b]pyrazine-7-carboxamide NC1=C(C=2C(=NC=C(N2)C([2H])([2H])[2H])N1C1=C(C(=CC=C1C)OC)C)C(=O)N